N-((1-(4-(pentafluoro-λ6-sulfaneyl)phenyl)-1H-indazol-3-yl)methyl)acrylamide FS(C1=CC=C(C=C1)N1N=C(C2=CC=CC=C12)CNC(C=C)=O)(F)(F)(F)F